C(#N)C(=CC=1C=C(OCCC(=O)O)C=CC1)C1=NC=C(C=C1)C(F)(F)F 3-(3-(2-cyano-2-(5-(trifluoromethyl)pyridin-2-yl)vinyl)phenoxy)propionic acid